2-bromo-N,N-dimethyl-ethanamine BrCCN(C)C